(2,3-dimethylphenyl)-6-methoxy-3-(1-((1-methyl-1H-1,2,4-triazol-5-yl)methyl)-1H-pyrazol-4-yl)-1H-pyrazolo[4,3-b]pyridine CC1=C(C=CC=C1C)N1N=C(C2=NC=C(C=C21)OC)C=2C=NN(C2)CC2=NC=NN2C